4-(4-(benzo[b]thiophen-3-yl)thiophen-2-yl)-4-oxobutanoic acid S1C2=C(C(=C1)C=1C=C(SC1)C(CCC(=O)O)=O)C=CC=C2